ClC1=CC(=C(C(=C1)OC)C1=CC=C(N=N1)CNC1CCOCC1)F N-((6-(4-Chloro-2-fluoro-6-methoxyphenyl)pyridazin-3-yl)methyl)tetrahydro-2H-pyran-4-amine